C(C1=CC=CC=C1)OC(=O)N(C(OCC1=CC=CC=C1)=O)C1=CC2=C(C=N1)C=C(N2C)I benzyl N-benzyloxycarbonyl-N-(2-iodo-1-methyl-pyrrolo[3,2-c]pyridin-6-yl)carbamate